Cl.N[C@H](CC(=O)O)CCCN (S)-3,6-diaminocaproate hydrochloride